ClC1=C(C=CC=C1)[C@H]1N(CCCNC1)C1=NC(=NC(=C1)C)N |r| (+/-)-4-(2-(2-chlorophenyl)-1,4-diazepan-1-yl)-6-methylpyrimidin-2-amine